C(OCOC=1C(=CC=C2C=CC=NC12)[C@@H](NC1=NC=CC=C1)C1=C(C(=CC=C1)C#N)Cl)(OC(C)C)=O |r| (±)-((7-((2-chloro-3-cyanophenyl)(pyridin-2-ylamino)methyl)quinolin-8-yl)oxy)methyl isopropyl carbonate